(2'-(difluoromethyl)-5'-methoxy-2,3,4,5-tetrahydro-[1,1'-biphenyl]-4-yl)methanol FC(C1=C(C=C(C=C1)OC)C=1CCC(CC1)CO)F